3-Chloro-2-fluoro-6-methoxyphenylboronic acid ClC=1C(=C(C(=CC1)OC)B(O)O)F